C1OC=2C=C(C=CC2O1)C(CC)=O 3',4'-methylenedioxypropiophenone